COC=1C=C2C=NC=NC2=CC1OCCCN1CCCC1 6-methoxy-7-(3-pyrrolidin-1-ylpropoxy)quinazoline